[Si](C)(C)(C(C)(C)C)OCCCC(O)C1N(CC=2C=CC(=NC2C1)Cl)C(=O)OC(C)(C)C Tert-butyl 7-(4-((tert-butyldimethyl silyl)oxy)-1-hydroxybutyl)-2-chloro-7,8-dihydro-1,6-naphthyridine-6(5H)-carboxylate